tri-n-butylmono-n-butoxysilane C(CCC)[Si](OCCCC)(CCCC)CCCC